C(CCC)[Sn](COCOC)(CCCC)CCCC tributyl-[(methoxymethoxy)methyl]stannane